COC=1C=C2C(=C(N(C2=CC1)C=1C=NN(C1)CCC)CC)C(=O)NC1=CC=C(C(=O)O)C=C1 4-(5-methoxy-2-ethyl-1-(1-propyl-1H-pyrazol-4-yl)-1H-indole-3-carboxamido)benzoic acid